2-(4-nitrophenyl)benzofuran [N+](=O)([O-])C1=CC=C(C=C1)C=1OC2=C(C1)C=CC=C2